(6-methoxypyridin-2-yl)methanone tert-Butyl-(R)-4-(azetidin-1-yl)-2,5-dimethyl-5,7-dihydro-6H-pyrrolo[3,4-d]pyrimidine-6-carboxylate C(C)(C)(C)OC(=O)N1CC=2N=C(N=C(C2[C@H]1C)N1CCC1)C.COC1=CC=CC(=N1)C=O